(3S)-3-acetamido-4-((1-(1,5-dimethyl-1H-pyrazol-3-yl)-2-((2-methyl-5-(2-(piperidin-3-yl)ethoxy)benzyl)amino)-2-oxoethyl)amino)-4-oxobutanoic acid C(C)(=O)N[C@@H](CC(=O)O)C(=O)NC(C(=O)NCC1=C(C=CC(=C1)OCCC1CNCCC1)C)C1=NN(C(=C1)C)C